BrC1=CN=C(S1)OC(C)C 5-bromo-2-isopropoxythiazole